C(C)(=O)O[C@@H](C(=O)Cl)C |r| racemic-2-(acetoxy)propionyl chloride